(1R,3R)-3-hydroxy-1-[(2-methylpropane-2-sulfinyl)amino]-8-azaspiro[4.5]decane-8-carboxylic acid tert-butyl ester C(C)(C)(C)OC(=O)N1CCC2(C[C@H](C[C@H]2NS(=O)C(C)(C)C)O)CC1